(5R,6S,7R)-6-(1-methyl-1H-indol-3-yl)-7-nitro-5-phenyl-spiro[2.4]Heptane-5-carboxylic acid methyl ester COC(=O)[C@@]1(CC2(CC2)[C@@H]([C@H]1C1=CN(C2=CC=CC=C12)C)[N+](=O)[O-])C1=CC=CC=C1